C(C)C(C(=O)O)N1N=CC(=C1)B1OC(C(O1)(C)C)(C)C.C1([C@@H](O)[C@@H](O)[C@H](O)[C@H](O1)CO)OC[C@H](N)C(=O)O O-mannopyranosyl-serine ethyl-2-[4-(4,4,5,5-tetramethyl-1,3,2-dioxaborolan-2-yl)pyrazol-1-yl]acetate